benzyl-1'h-spiro[cyclohexane-1,4'-isoquinoline]-1',3'(2'h)-dione C(C1=CC=CC=C1)N1C(C2=CC=CC=C2C2(C1=O)CCCCC2)=O